OC(C(=O)O)(O)C(C(=O)O)C(C)C hydroxy-3-isopropyl-malic acid